CC(CC(=C)C1=CC=C(C=C1)O)(CC(C)(C1=CC=C(C=C1)O)C)C1=CC=C(C=C1)O 4,6-Dimethyl-2,4,6-tri-(4-hydroxy-phenyl)-hepten